BrC1=CC=C(C=C1)OC(C(F)(F)F)(C(F)(F)F)C(F)(F)F 1-bromo-4-((1,1,1,3,3,3-hexafluoro-2-(trifluoromethyl)propan-2-yl)oxy)benzene